tert-butyl 2-(5-ethynyl-3-pyridyl)-3,6-dihydro-2H-pyridine-1-carboxylate C(#C)C=1C=C(C=NC1)C1N(CC=CC1)C(=O)OC(C)(C)C